C(C)(C)(C)C=1C=NC(=NC1)N1C(O[C@]2(C1)C[C@@](CCC2)(C)CN2C=NC1=C2C=C(C=C1)C#N)=O 1-(((5s,7s)-3-(5-(tert-butyl)pyrimidin-2-yl)-7-methyl-2-oxo-1-oxa-3-azaspiro[4.5]decan-7-yl)methyl)-1H-benzo[d]imidazole-6-carbonitrile